C1(CC1)C(=O)N1CC2(C3=CC=C(C=C13)N1C(N(C(C1=O)(C)C)CC1=CC(=NC=C1)N[C@@H]1COCC1)=O)CCC2 (S)-3-(1'-(cyclopropanecarbonyl)spiro[cyclobutane-1,3'-indolin]-6'-yl)-5,5-dimethyl-1-((2-((tetrahydrofuran-3-yl)amino)pyridin-4-yl)methyl)imidazolidine-2,4-dione